4-(2-oxo-2-((2-oxopiperidin-3-yl)oxy)ethyl)phenyl-4-guanidinobenzoic acid O=C(CC1=CC=C(C=C1)C1=C(C(=O)O)C=CC(=C1)NC(=N)N)OC1C(NCCC1)=O